hydroxyethyl-behenyl-amide OCC[N-]CCCCCCCCCCCCCCCCCCCCCC